C(C)(C)N(C1=CC2=C(C=C(C(O2)=O)C(=O)O)C=C1)C(C)C 7-(Diisopropylamino)-2-oxo-2H-1-benzopyran-3-carboxylic acid